The molecule is a uridine phosphate in which the uridine bears an additional carboxymethyl substituent at position 5 and the phosphono group is at the 5'-oxygen. C1=C(C(=O)NC(=O)N1[C@H]2[C@@H]([C@@H]([C@H](O2)COP(=O)(O)O)O)O)CC(=O)O